C(C1=CC=C(C(=O)O)C=C1)(=O)O.C(CCCO)O.C(CCCO)O bis(butane-1,4-diol) terephthalate